(7-ethyl-6,7,8,9-tetrahydro-3H-pyrrolo[3,2-f]isoquinolin-2-yl)methanone C(C)N1CC2=CC=C3C(=C2CC1)C=C(N3)C=O